C(C)(C)(C)C=1C=C(C(=CC1)Cl)F 5-tert-butyl-2-chloro-3-fluorobenzene